(2-(2-hydroxyethyl)-1,3-dioxo-2,3-dihydro-1H-benzo[DE]Isoquinolin-6-yl)furan-2-carbaldehyde OCCN1C(C2=CC=CC=3C2=C(C1=O)C=CC3C3=C(OC=C3)C=O)=O